5-({[4-(Aminomethyl)phenyl]methyl}amino)-1-(2,2-dimethylpropanoyl)-3-{1-[2-(morpholin-4-yl)acetyl]piperidin-3-yl}-1H-pyrazol-4-carbonitril NCC1=CC=C(C=C1)CNC1=C(C(=NN1C(C(C)(C)C)=O)C1CN(CCC1)C(CN1CCOCC1)=O)C#N